3-(Difluoro-methoxy)-bromo-benzene FC(OC=1C=C(C=CC1)Br)F